C(C)N1N=C(C(=C1)C1=C(C=CC=C1)[C@H]1C2=C(CN(C1)C(C(=C)CO)=O)SC(=C2)C#N)C(F)(F)F (S)-4-(2-(1-Ethyl-3-(trifluoromethyl)-1H-pyrazol-4-yl)phenyl)-6-(2-(hydroxymethyl)acryloyl)-4,5,6,7-tetrahydrothieno[2,3-c]pyridine-2-carbonitrile